CC1(OC2=C(C1)C=C(C(=C2)OC(C)C=2C=NN(C2)C)NC(=O)C=2C=NN1C2N=CC=C1)C N-(2,2-dimethyl-6-(1-(1-methyl-1H-pyrazol-4-yl)ethoxy)-2,3-dihydrobenzofuran-5-yl)pyrazolo[1,5-a]pyrimidine-3-carboxamide